3-(2-(4-((2-methoxyethoxy)methoxy)-3-(methylsulfonamido)phenyl)-1-oxo-1,2,3,4-tetrahydroisoquinolin-6-yl)-N-methyl-5-(trifluoromethyl)benzamide COCCOCOC1=C(C=C(C=C1)N1C(C2=CC=C(C=C2CC1)C=1C=C(C(=O)NC)C=C(C1)C(F)(F)F)=O)NS(=O)(=O)C